C(C)C1=NC=CC(=N1)C=O 2-ETHYLPYRIMIDINE-4-CARBALDEHYDE